N-[cis-(7RS,9SR)-3-cyclopropyl-5-(2-methylpropylsulfamoyl)-9-(pyridin-3-ylamino)-8,9-dihydro-7H-cyclopenta[h]isoquinolin-7-yl]pyridine-3-carboxamide C1(CC1)C=1N=CC2=C3C(=CC(=C2C1)S(NCC(C)C)(=O)=O)[C@@H](C[C@@H]3NC=3C=NC=CC3)NC(=O)C=3C=NC=CC3 |r|